BrC1=C(C=C2C(=NC(=NC2=C1F)Cl)Cl)C1=COC=C1 7-bromo-2,4-dichloro-8-fluoro-6-(3-furyl)quinazoline